NC=1SC(=CN1)N1CC2(CC1)CCN(CC2)C(=O)OC(C)(C)C tert-butyl 2-(2-aminothiazol-5-yl)-2,8-diazaspiro[4.5]decane-8-carboxylate